N-(4,4-diethyl-7-morpholino-4H-chromeno[4,3-d]thiazol-2-yl)-4,6-dimethoxypyrimidine-5-carboxamide C(C)C1(OC=2C=C(C=CC2C=2N=C(SC21)NC(=O)C=2C(=NC=NC2OC)OC)N2CCOCC2)CC